NCCCOC1=CC2=C(N=C(S2)C(CC=2C=C(C(=N)N)C=CC2)NS(=O)(=O)C2=CC=CC=C2)C=C1 3-[2-[6-(3-aminopropoxy)-1,3-benzothiazol-2-yl]-2-(benzenesulfonamido)ethyl]benzamidine